(±)-(trans)-N-(8-chloro-6-(4-(1,1-difluoroethyl)pyridin-3-yl)isoquinolin-3-yl)-2-cyanocyclopropanecarboxamide ClC=1C=C(C=C2C=C(N=CC12)NC(=O)[C@H]1[C@@H](C1)C#N)C=1C=NC=CC1C(C)(F)F |r|